N[C@H]1C(NCCCC1)=O (3R)-3-aminoazepan-2-one